N,N-dimethyl-N'-((4-methoxyphenyl)sulfonyl)formamidine CN(C=NS(=O)(=O)C1=CC=C(C=C1)OC)C